CN1CC2N(C3=C(C=C(C=C3CC2)C=2N=C3C(=NC2)N(C=C3C3=CC=C(C(=O)N(C)C)C=C3)S(=O)(=O)C3=CC=C(C)C=C3)C)CC1 4-(2-(3,10-dimethyl-2,3,4,4a,5,6-hexahydro-1H-pyrazino[1,2-a]quinolin-8-yl)-5-tosyl-5H-pyrrolo[2,3-b]pyrazin-7-yl)-N,N-dimethylbenzamide